FC1=CC=2N(C=C1)C(=CN2)C2=C1CNC(C1=C(C=C2)NC2=NC(=C(C=C2)[C@H]2COCC2)CN2C[C@@H](CC2)O)=O 4-(7-fluoro-imidazo[1,2-a]pyridin-3-yl)-7-((6-(((R)-3-hydroxy-pyrrolidin-1-yl)methyl)-5-((S)-tetrahydrofuran-3-yl)pyridin-2-yl)amino)isoindolin-1-one